Beryllium Oxide [O-2].[Be+2]